propyl hydroxybenzoate (propylhydroxybenzoate) C(CC)C=1C(=C(C(=O)O)C=CC1)O.OC1=C(C(=O)OCCC)C=CC=C1